tert-Butyl 3-[(3-methoxyazetidin-1-yl)methyl]azetidine-1-carboxylate COC1CN(C1)CC1CN(C1)C(=O)OC(C)(C)C